7-{3-[(2-ethoxyethyl)carbamoyl]azetidin-1-yl}-6-fluoro-4-oxo-1-[4-(trifluoromethyl)-1,3-thiazol-2-yl]1,4-dihydro-1,8-naphthyridine-3-carboxylic acid C(C)OCCNC(=O)C1CN(C1)C1=C(C=C2C(C(=CN(C2=N1)C=1SC=C(N1)C(F)(F)F)C(=O)O)=O)F